2-[(4-Aminophenyl)oxy]-6-methoxyquinolin-7-ol NC1=CC=C(C=C1)OC1=NC2=CC(=C(C=C2C=C1)OC)O